FC(N1N=CC=C1)(F)F 1-(trifluoromethyl)pyrazol